(9-((2R,3R,4S,5R)-3,4-dihydroxy-5-(hydroxymethyl)tetrahydrofuran-2-yl)-9H-purin-6-yl)benzamide 3-(3,5-difluorophenyl)propanoate FC=1C=C(C=C(C1)F)CCC(=O)O.O[C@H]1[C@@H](O[C@@H]([C@H]1O)CO)N1C2=NC=NC(=C2N=C1)C1=C(C(=O)N)C=CC=C1